hexamethylenimine N1CCCCCC1